C1N2C=3C(NC(=NC3NCC2CN1C1=CC=C(C(N[C@@H](CCC(=O)O)C(=O)O)=O)C=C1)N)=O.FC1=C(C=CC=C1F)C1=C(C=C(C=C1)CNC)NS(=O)(=O)C1=CC=CC=C1 N-(2',3'-difluoro-4-((methylamino)methyl)-[1,1'-biphenyl]-2-yl)benzenesulfonamide 5,10-METHYLENTETRAHYDROFOLAT